1,4-bis{2-(4-hydroxyphenyl)propyl}benzene OC1=CC=C(C=C1)C(CC1=CC=C(C=C1)CC(C)C1=CC=C(C=C1)O)C